The molecule is a toluene meta-diisothiocyanate in which the isothiocyanato groups are at positions 2 and 4 relative to the methyl group on the benzene ring. It has a role as a hapten. CC1=C(C=C(C=C1)N=C=S)N=C=S